(4-(4-cyanopyridin-3-yl)-2-((1S,3R,4S)-3-(hydroxymethyl)-2,5-diazabicyclo[2.2.1]hept-2-yl)phenyl)-2-(2-fluoro-6-methoxyphenyl)pyrimidine-4-carboxamide C(#N)C1=C(C=NC=C1)C1=CC(=C(C=C1)C=1C(=NC(=NC1)C1=C(C=CC=C1OC)F)C(=O)N)N1[C@@H]2CN[C@H]([C@@H]1CO)C2